6,11-dioxo-1,2,3,4,6,11-hexahydronaphthacene-2-carbonothioate O=C1C=2C=C3CCC(CC3=CC2C(C2=CC=CC=C12)=O)C([O-])=S